4-[7-chloro-1-(3,8-diazabicyclo[3.2.1]octan-3-yl)-5-fluoro-3,4-dimethyl-6-isoquinolyl]-6-fluoro-5-(2-triisopropylsilylethynyl)naphthalen-2-ol ClC1=C(C(=C2C(=C(N=C(C2=C1)N1CC2CCC(C1)N2)C)C)F)C2=CC(=CC1=CC=C(C(=C21)C#C[Si](C(C)C)(C(C)C)C(C)C)F)O